methyl (1R,5S,8s)-3-azabicyclo[3.2.1]octane-8-carboxylate [C@@H]12CNC[C@@H](CC1)C2C(=O)OC